1-cyclopropyl-N,N-bis(4-methoxybenzyl)-1H-pyrazole-4-sulfonamide C1(CC1)N1N=CC(=C1)S(=O)(=O)N(CC1=CC=C(C=C1)OC)CC1=CC=C(C=C1)OC